C(CCC)C1(CCC(O1)=O)CCCC 5,5-Dibutyl-Dihydrofuran-2(3H)-One